O(C1=CC=CC=C1)C1=CC=C(C=C1)C1=NN(C2=NC=NC=C21)C2CNCC2 3-(4-phenoxyphenyl)-1-(pyrrolidin-3-yl)-1H-pyrazolo[3,4-d]pyrimidin